3-(((1R)-1-(2-(3-azabicyclo[3.1.0]hexan-3-yl)-3,6-dimethyl-4-oxo-3,4-dihydroquinazolin-8-yl)ethyl)amino)-6-chloropicolinonitrile C12CN(CC2C1)C1=NC2=C(C=C(C=C2C(N1C)=O)C)[C@@H](C)NC=1C(=NC(=CC1)Cl)C#N